CS(=O)(=O)CCONC(=O)[C@H]1N2C(N([C@H](CC1)C2)OS(=O)(=O)O)=O.[NH+]2=CC=CC=C2 pyridinium (2S,5R)-N-[2-(methylsulfonyl)ethoxy]-7-oxo-6-(sulfooxy)-1,6-diazabicyclo[3.2.1]octane-2-carboxamide